C1(CC1)C1=CC(=C(C=C1)N1CCN(CC1)C(=O)OC(C)(C)C)OC Tert-butyl 4-(4-cyclopropyl-2-methoxyphenyl)piperazine-1-carboxylate